tert-butyl methyl((2-(piperazin-1-yl)pyrimidin-5-yl)methyl)carbamate CN(C(OC(C)(C)C)=O)CC=1C=NC(=NC1)N1CCNCC1